BrC=1C=CC(=C2C(=CNC12)C=O)O 7-BROMO-4-HYDROXYINDOLE-3-CARBOXALDEHYDE